IMIDAZO[1,2-A]-PYRIDIN N=1C=CN2C1C=CC=C2